3-(5-chlorobenzo[d]oxazol-2-yl)aniline (2S,3R,4R)-ethyl-1-acetyl-4-amino-2-cyclopropyl-3-methyl-1,2,3,4-tetrahydroquinoline-6-carboxylate C(C)OC(=O)C=1C=C2[C@@H]([C@H]([C@@H](N(C2=CC1)C(C)=O)C1CC1)C)N.ClC=1C=CC2=C(N=C(O2)C=2C=C(N)C=CC2)C1